(3S,4R)-1-Boc-3-fluoropiperidin-4-amine C(=O)(OC(C)(C)C)N1C[C@@H]([C@@H](CC1)N)F